N1(CCC1)C1CCN(CC1)C1=C(C=C(C=C1)NC=1N=C(C2=C(N1)SC=C2C)NC=2C=C(C=CC2)C(C(F)(F)F)(C)O)OC 2-(3-((2-((4-(4-(azetidin-1-yl)piperidin-1-yl)-3-methoxyphenyl)amino)-5-methylthieno[2,3-d]pyrimidin-4-yl)amino)phenyl)-1,1,1-trifluoropropan-2-ol